CN(CC(=O)N1CCC2=CC(=CC=C12)NC1=NC=CC(=N1)NC=1C(NC2=C(C=CC=C2C1)F)=O)C 3-(2-{1-[2-(dimethylamino)acetyl]-5-indolinylamino}-4-pyrimidinylamino)-8-fluoro-1,2-dihydro-2-quinolinone